C(C)(=O)N[C@@H](CSC1=CC=CC=C1)C(=O)O N-acetyl-S-(phenyl)-L-cysteine